O-[3-(2-Aminoethyl)-1H-indol-4-yl]hydroxylamine NCCC1=CNC2=CC=CC(=C12)ON